Methyl 5-chloro-4-(3-((((5-(hydroxymethyl)-1-methyl-1H-pyrazol-3-yl)methyl)thio)methyl)-1,5-dimethyl-1H-pyrazol-4-yl)-1-(3-methoxy-3-oxopropyl)-1H-indole-2-carboxylate ClC=1C(=C2C=C(N(C2=CC1)CCC(=O)OC)C(=O)OC)C=1C(=NN(C1C)C)CSCC1=NN(C(=C1)CO)C